(3R,4S)-3-cyclopropyl-1-[6-(5-fluoro-6-methylpyridin-2-yl)pyrrolo[1,2-b]pyridazin-4-yl]-4-methyl-2-oxopyrrolidine-3-carbonitrile C1(CC1)[C@]1(C(N(C[C@H]1C)C=1C=2N(N=CC1)C=C(C2)C2=NC(=C(C=C2)F)C)=O)C#N